(1S,2R)-1-cyclobutyl-1-(4-fluoro-2-methylphenyl)propan-2-ol C1(CCC1)[C@H]([C@@H](C)O)C1=C(C=C(C=C1)F)C